tert-butyl [4-(4-[4-([(1S,2S)-6-chloro-4-cyano-2-[4-(2,2,2-trifluoroacetyl)piperazin-1-yl]-2,3-dihydro-1H-inden-1-yl]oxy)phenylsulfonamido]piperidin-1-yl)-4-oxobutyl]carbamate ClC1=CC(=C2C[C@@H]([C@H](C2=C1)OC1=CC=C(C=C1)S(=O)(=O)NC1CCN(CC1)C(CCCNC(OC(C)(C)C)=O)=O)N1CCN(CC1)C(C(F)(F)F)=O)C#N